NC1=NC2=C(N1CCC1=CC=C(C=C1)S(N)(=O)=O)C(=CC(=C2)C(=O)OCC)OC Ethyl 2-amino-7-methoxy-1-(4-sulfamoylphenethyl)-1H-benzo[d]imidazole-5-carboxylate